N-((S)-1-(6-(dimethylamino)pyridin-2-yl)-2-hydroxyethyl)propanamide hydrochloride Cl.CN(C1=CC=CC(=N1)[C@@H](CO)NC(CC)=O)C